1,2-bis[4-(4-aminophenoxy)phenyl]ethane 2'-fluoroguanosine-3'-phosphate P(=O)(O)(O)O[C@H]1[C@]([C@@H](O[C@@H]1CO)N1C=NC=2C(=O)NC(N)=NC12)(O)F.NC1=CC=C(OC2=CC=C(C=C2)CCC2=CC=C(C=C2)OC2=CC=C(C=C2)N)C=C1